(E)-3-(3-(2-cyclopropyl-6-(trifluoromethyl)pyridin-4-yl)-5-methyl-1H-1,2,4-triazole-1-yl)-1-(3-hydroxyazetidin-1-yl)-2-(pyrimidin-5-yl)prop-2-en-1-one C1(CC1)C1=NC(=CC(=C1)C1=NN(C(=N1)C)/C=C(/C(=O)N1CC(C1)O)\C=1C=NC=NC1)C(F)(F)F